C(=O)(OC(C)(C)C)N1CCNCC1 Boc-Piperazin